lithium trimethylbenzoylphosphinate CC1=C(C(=C(C(=O)P([O-])=O)C=C1)C)C.[Li+]